OC(CNC(=O)C1=C(C2=C(CCC3=CN(N=C23)CC2=NC=CC=C2)O1)C)(C)C N-(2-hydroxy-2-methylpropyl)-8-methyl-2-(pyridin-2-ylmethyl)-4,5-dihydro-2H-furo[2,3-g]indazole-7-carboxamide